tert-butyl 4-(4-((5-bromo-4-((2-((N-(tert-butoxy carbonyl)sulfamoyl)amino)phenyl)amino)pyrimidin-2-yl)amino)-3-methoxyphenyl)piperidine-1-carboxylate BrC=1C(=NC(=NC1)NC1=C(C=C(C=C1)C1CCN(CC1)C(=O)OC(C)(C)C)OC)NC1=C(C=CC=C1)NS(NC(=O)OC(C)(C)C)(=O)=O